(1R,3S)-3-(3-amino-1H-pyrazol-5-yl)cyclopentyl 2,2-dimethylhydrazine-1-carboxylate CN(NC(=O)O[C@H]1C[C@H](CC1)C1=CC(=NN1)N)C